(S)-3-amino-N-((1-(dimethylcarbamoyl)pyrrolidin-3-yl)methyl)-6-(3-methylimidazo[1,2-a]pyridin-6-yl)-5-(oxazol-2-yl)pyrazine-2-carboxamide NC=1C(=NC(=C(N1)C=1OC=CN1)C=1C=CC=2N(C1)C(=CN2)C)C(=O)NC[C@H]2CN(CC2)C(N(C)C)=O